BrC=1C2=C(S(C1C1=CC=C(C=C1)F)=O)C=C(C=C2)OC 3-bromo-2-(4-fluorophenyl)-6-methoxybenzo[b]thiophene-1-oxide